1-(2-(tert-butoxycarbonyl)-2-azaspiro[3.5]nonan-7-yl)-3-formyl-2-oxo-1,2-dihydropyridine-4-carboxylic acid C(C)(C)(C)OC(=O)N1CC2(C1)CCC(CC2)N2C(C(=C(C=C2)C(=O)O)C=O)=O